FC=1C=C(CN(C(OC(C)(C)C)=O)C)C=C(C1B1OC(C(O1)(C)C)(C)C)C tert-butyl (3-fluoro-5-methyl-4-(4,4,5,5-tetramethyl-1,3,2-dioxaborolan-2-yl)benzyl)(methyl)carbamate